1-(3,4-dimethylphenyl)-6-methyl-5-{[4-(1,4-oxazepan-4-yl)butyl]oxy}-4,5-dihydropyrazolo[3,4-d]pyrimidin-4-one CC=1C=C(C=CC1C)N1N=CC2=C1N=C(N(C2=O)OCCCCN2CCOCCC2)C